5-fluoro-8-(4-fluorophenyl)-9-(1,3-diazaspiro[3.4]octane-6,8-dione-3-yl)-8,9-dihydro-2H-pyrido[4,3,2-de]phthalazine-3(7H)-one-7-carboxylic acid tert-butyl ester C(C)(C)(C)OC(=O)N1C(C(C2=NNC(C=3C=C(C=C1C23)F)=O)N2CNC23CC(CC3=O)=O)C3=CC=C(C=C3)F